((1-methylpiperidin-4-yl)methyl)aminothiophene-2-carboxylate CN1CCC(CC1)CNC1=C(SC=C1)C(=O)[O-]